4-(3-amino-4-methoxy-1H-indazol-5-yl)-N-(3-hydroxy-3-(trifluoromethyl)cyclobutyl)-3-methylbenzenesulfonamide NC1=NNC2=CC=C(C(=C12)OC)C1=C(C=C(C=C1)S(=O)(=O)NC1CC(C1)(C(F)(F)F)O)C